4-fluoro-3-(2,2,2-trifluoroethoxy)benzonitrile FC1=C(C=C(C#N)C=C1)OCC(F)(F)F